({4-[(2S)-2-(4-chloro-2-fluorophenyl)-2-methyl-1,3-benzodioxol-4-yl]piperidin-1-yl}methyl)-1-[(2S)-oxetan-2-ylmethyl]-1H-benzimidazole-6-carboxylic acid ClC1=CC(=C(C=C1)[C@@]1(OC2=C(O1)C=CC=C2C2CCN(CC2)CC2=NC1=C(N2C[C@H]2OCC2)C=C(C=C1)C(=O)O)C)F